1-(ethylsulfonyl)-4-fluorobenzene C(C)S(=O)(=O)C1=CC=C(C=C1)F